7-bromo-3-methyl-9-pentyl-6,9-dihydro-5H-pyrrolo[3,2-d][1,2,4]triazolo[4,3-a]pyrimidin-5-one BrC1=CC=2N(C=3N(C(C2N1)=O)C(=NN3)C)CCCCC